methyltri(methoxy)silane tert-butyl-4-(6-(2-fluorophenyl)pyrazolo[1,5-a]pyridin-3-yl)piperazine-1-carboxylate C(C)(C)(C)OC(=O)N1CCN(CC1)C=1C=NN2C1C=CC(=C2)C2=C(C=CC=C2)F.C[Si](OC)(OC)OC